3-[4-[4-(1,2,3,4-tetrahydroisoquinolin-6-yl)-1-piperidyl]-3-(trifluoromethyl)anilino]piperidine-2,6-dione C1NCCC2=CC(=CC=C12)C1CCN(CC1)C1=C(C=C(NC2C(NC(CC2)=O)=O)C=C1)C(F)(F)F